CC1(OB(OC1(C)C)C1=CC=CC=2C1=CC=C1C=CC=NC21)C 7-(4,4,5,5-tetramethyl-1,3,2-dioxaborolan-2-yl)benzo[h]quinoline